C(C)OC(CCC=1C=C(C=CC1)C(CO)(C)C1=CN=C(N1)C=1C=C(OC=2C(=C3C=CNC3=CC2F)CCCOCCC(=O)OCC2=CC=CC=C2)C=CC1F)=O Benzyl 3-(3-(5-(3-(5-(2-(3-(3-ethoxy-3-oxopropyl)phenyl)-1-hydroxypropan-2-yl)-1H-imidazol-2-yl)-4-fluorophenoxy)-6-fluoro-1H-indol-4-yl)propoxy)propanoate